2-ethylhexyl β,β-diphenylacrylate C1(=CC=CC=C1)C(=CC(=O)OCC(CCCC)CC)C1=CC=CC=C1